O=C1C(C(C2=CC(=CC=C12)S(=O)(=O)C=1C=C2C(C(C(C2=CC1)=O)C(=O)NCC1COCC1)=O)=O)C(NCC1COCC1)=O 5-[(1,3-dioxo-2-{[(oxolan-3-yl)methyl]carbamoyl}-2,3-dihydro-1H-inden-5-yl)sulfonyl]-1,3-dioxo-N-[(oxolan-3-yl)methyl]-2,3-dihydro-1H-indene-2-carboxamide